COC(=O)C=1C=NN2C1N=CC(=C2N(CC2=CC=CC=C2)CC2=CC=CC=C2)C2=CC=C(C=C2)C(F)(F)F 7-(dibenzylamino)-6-(4-(trifluoromethyl)phenyl)pyrazolo[1,5-a]pyrimidine-3-carboxylic acid methyl ester